tert-Butyl 2-(5-(2,3-difluoro-4-(((trifluoromethyl)sulfonyl)oxy)phenyl)-1,3,4-thiadiazol-2-yl)-2,7-diazaspiro[3.5]nonane-7-carboxylate FC1=C(C=CC(=C1F)OS(=O)(=O)C(F)(F)F)C1=NN=C(S1)N1CC2(C1)CCN(CC2)C(=O)OC(C)(C)C